4-hydroxy-1-methyl-3-[4-(trifluoromethyl)-2-pyridinyl]imidazolin-2-one OC1N(C(N(C1)C)=O)C1=NC=CC(=C1)C(F)(F)F